ClC1=C(C=CC=C1C=1C=C2CC(N(C2=CC1)CC1=NN(C=C1)C)=O)C1C(NC(CC1)=O)=O 3-(2-chloro-3-(1-((1-methyl-1H-pyrazol-3-yl)methyl)-2-oxoindolin-5-yl)phenyl)piperidine-2,6-dione